C(C1CCCCC1)C1CCCCC1 Methylenebiscyclohexan